COC(=O)C1=CC=CC=2N=C(SC21)Br 2-bromo-benzo[d]thiazole-7-carboxylic acid methyl ester